O-chlorobenzoic acid ammonium salt [NH4+].ClOC(C1=CC=CC=C1)=O